3-(4-(tert-butyl)-3-methoxyphenyl)azetidine-1-carboxylic acid tert-butyl ester C(C)(C)(C)OC(=O)N1CC(C1)C1=CC(=C(C=C1)C(C)(C)C)OC